NC=1C(=NC2=C(C(=C(C=C2C1N(C1C2CN(C1C2)C(=O)OC(C)(C)C)C(=O)OC(C)(C)C)\C=C\C#N)Br)F)OC[C@H]2N(CCC2)C tert-butyl 5-((3-amino-7-bromo-6-((E)-2-cyanovinyl)-8-fluoro-2-(((S)-1-methylpyrrolidin-2-yl)methoxy)quinolin-4-yl)(tert-butoxycarbonyl)amino)-2-azabicyclo[2.1.1]hexane-2-carboxylate